NC1=C(C=CC(=C1F)NCC1=CC=C(C=C1)C(F)(F)F)NC(CCCCCCC)=O N-(2-amino-3-fluoro-4-((4-(trifluoromethyl)benzyl)amino)phenyl)octanamide